F[C@@H]1CC2(CCC(N2C1)COC)CO ((2R)-2-fluoro-5-(methoxymethyl)tetrahydro-1H-pyrrolizin-7a(5H)-yl)methanol